CN1C=CC2=C1N=CN=C2 7-methyl-7H-pyrrolo[2,3-D]pyrimidine